FC(S(=O)(=O)OC=1N=C2C(=NC1Br)N(C(=C2C(N)=O)N)C2=C(C(=CC=C2C)OC)C)(F)F 6-amino-3-bromo-7-carbamoyl-5-(3-methoxy-2,6-dimethylphenyl)-5H-pyrrolo[2,3-b]pyrazin-2-yl trifluoromethanesulfonate